tert-butyl (±)-2,5-dimethylpiperazine-1-carboxylate CC1N(CC(NC1)C)C(=O)OC(C)(C)C